(E)-(3-cyano-4-(((dimethylamino)methylene)amino)phenyl)boronic acid C(#N)C=1C=C(C=CC1/N=C/N(C)C)B(O)O